C[Si](OC)(OC)CCC(F)(F)F methyl-(3,3,3-trifluoropropyl)dimethoxysilane